9,9',9''-(6-(3,6-diphenyl-9H-carbazol-9-yl)-4-(4,6-diphenylpyrimidin-2-yl)pyridine-2,3,5-triyl)tris(3,6-dimethyl-9H-carbazole) C1(=CC=CC=C1)C=1C=CC=2N(C3=CC=C(C=C3C2C1)C1=CC=CC=C1)C1=C(C(=C(C(=N1)N1C2=CC=C(C=C2C=2C=C(C=CC12)C)C)N1C2=CC=C(C=C2C=2C=C(C=CC12)C)C)C1=NC(=CC(=N1)C1=CC=CC=C1)C1=CC=CC=C1)N1C2=CC=C(C=C2C=2C=C(C=CC12)C)C